C1(=CC=C(C=C1)N(C1=CC=C(C=C1)C1=CC=CC2=CC=CC=C12)C1=CC=C(C=C1)C1=C(C=CC=C1)N1C2=CC=CC=C2C=2C=CC(=CC12)C1=C(C(=C(C(=C1[2H])[2H])[2H])[2H])[2H])C1=CC=CC=C1 N-[1,1'-biphenyl-4-yl]-N-(4-naphthalen-1-yl-phenyl)-{2'-(2-phenyl-d5-9H-carbazol-9-yl)-[1,1'-biphenyl-4-yl]}amine